6'-(((1S,3S)-3-Aminocyclopentyl)amino)-5-(2-methylpyrimidin-5-yl)-2H-[1,3'-bipyridin]-2-one N[C@@H]1C[C@H](CC1)NC1=CC=C(C=N1)N1C(C=CC(=C1)C=1C=NC(=NC1)C)=O